thorium-plutonium [Pu].[Th]